5-(3-chloro-4-fluorobenzyl)-N-(4-(5-((4-hydroxy-4-methylpentyl)oxy)-2-methylphenyl)pyridin-2-yl)-4H-1,2,4-triazole-3-carboxamide ClC=1C=C(CC=2NC(=NN2)C(=O)NC2=NC=CC(=C2)C2=C(C=CC(=C2)OCCCC(C)(C)O)C)C=CC1F